(2S,5R)-5-[(benzyloxy)amino]piperidine-2-carboxylic acid ethyl ester oxalate C(C(=O)O)(=O)O.C(C)OC(=O)[C@H]1NC[C@@H](CC1)NOCC1=CC=CC=C1